F[C@H]1[C@@H](N(C1)C=1N=C(C2=C(N1)COCC2)C=2C=C(C=CC2)S(=O)(=O)N)C 3-(2-((2S,3R)-3-fluoro-2-methylazetidin-1-yl)-6,8-dihydro-5H-pyrano[3,4-d]pyrimidin-4-yl)benzenesulfonamide